N-methyl-pyrrolidone tert-butyl-4-[(1S)-1-aminoethyl]-4-fluoropiperidine-1-carboxylate C(C)(C)(C)OC(=O)N1CCC(CC1)(F)[C@H](C)N.CN1C(CCC1)=O